1-ethyl-5-oxo-N-(3-phenoxyphenyl)-3-pyrrolidinecarboxamide C(C)N1CC(CC1=O)C(=O)NC1=CC(=CC=C1)OC1=CC=CC=C1